ClC1=CC2=C(C(C3=C(N(S2(=O)=O)C)C=CC=C3)NCCC(=O)OCC)C=C1 Ethyl 3-((3-chloro-6-methyl-5,5-dioxido-6,11-dihydrodibenzo[c,f][1,2]thiazepin-11-yl)amino)propanoate